C([2H])([2H])([2H])N[C@@H](CC1=CNC=N1)C(=O)O methyl-d3-L-histidine